4-(4-Cyclopentylpiperazin-1-yl)-6-methoxy-N-(3-(4-methylpiperazin-1-yl)propyl)-7-(3-(pyrrolidin-1-yl)propoxy)quinazolin-2-amine C1(CCCC1)N1CCN(CC1)C1=NC(=NC2=CC(=C(C=C12)OC)OCCCN1CCCC1)NCCCN1CCN(CC1)C